C(C=C)N1C=C(C2=CC(=CC=C12)C1=CC(=NO1)C(=O)O)C#N 5-(N-allyl-3-cyanoindol-5-yl)isoxazole-3-carboxylic acid